4''-((2-butyl-4-oxo-8-oxa-1,3-diazaspiro[4.5]dec-1-en-3-yl)methyl)-3-methyl-[1,1':3',1''-terphenyl]-4'-carbonitrile C(CCC)C1=NC2(C(N1CC1=CC=C(C=C1)C=1C=C(C=CC1C#N)C1=CC(=CC=C1)C)=O)CCOCC2